1'-cyclopropyl-6',7'-difluoro-1'H-1,2'-bibenzo[d]imidazole C1(CC1)N1C(=NC2=C1C(=C(C=C2)F)F)N2C=NC1=C2C=CC=C1